7-(3,5-dimethylisoxazol-4-yl)-6-methoxy-2-methyl-9H-pyrimido[4,5-b]indol CC1=NOC(=C1C1=C(C=C2C3=C(NC2=C1)N=C(N=C3)C)OC)C